CC(C(=O)OCC(C)(N=C=S)C1=CC(=CC(=C1)F)Cl)(C)C 2-(3-chloro-5-fluorophenyl)-2-isothiocyanatopropyl 2,2-dimethylpropionate